C(#N)C=1C=NN2C1C(=CC(=C2)C=2C=NN(C2)[C@H]2CN(CCC2)C(=O)C2=C(C=CC=C2)NC(C=C)=O)OC (R)-N-(2-(3-(4-(3-cyano-4-methoxypyrazolo[1,5-a]pyridin-6-yl)-1H-pyrazol-1-yl)piperidine-1-carbonyl)phenyl)acrylamide